FC=1C=C(C=C(C1)F)C1CN(C1)CC1=CC(=NC=C1)C=1C=C2CN(C(C2=CC1)=O)C1C(NC(CC1)=O)=O 3-(5-(4-((3-(3,5-difluorophenyl)azetidin-1-yl)methyl)pyridin-2-yl)-1-oxoisoindolin-2-yl)piperidine-2,6-dione